N1(N=CC=C1)C=1C=C(C=CC1)C1=C(C(=NC(=N1)N1CCOCC1)C(=O)OC)OC methyl 6-(3-(1H-pyrazol-1-yl)phenyl)-5-methoxy-2-morpholinopyrimidine-4-carboxylate